C(=CC1=CC=CC=C1)[Si](OCCC)(OCCC)OCCC styryltri(propoxy)silane